(2S)-2-[9H-fluoren-9-ylmethoxycarbonylamino]-2-methyl-3-phenylpropionic acid C1=CC=CC=2C3=CC=CC=C3C(C12)COC(=O)N[C@](C(=O)O)(CC1=CC=CC=C1)C